C1(CCCCC1)CNC1=NC=CC2=C1N=C(N=C2)NC2=C(C=C(C=C2)C=2C=NN(C2)C)OC N8-(cyclohexylmethyl)-N2-(2-methoxy-4-(1-methyl-1H-pyrazol-4-yl)phenyl)pyrido[3,4-d]pyrimidine-2,8-diamine